perfluorovinyl ether lithium [Li].FC(=C(F)F)OC(=C(F)F)F